rac-(1r,2r,3s,4r,5s)-5-hydroxy-N-(4-methoxy-3-(trifluoromethyl)phenyl)-3-(3-(trifluoromethyl)phenyl)-7-oxabicyclo[2.2.1]heptane-2-carboxamide O[C@@H]1[C@H]2[C@@H]([C@H]([C@@H](C1)O2)C(=O)NC2=CC(=C(C=C2)OC)C(F)(F)F)C2=CC(=CC=C2)C(F)(F)F |r|